CC(C(C(C=C)C)C)C1C2C=CC(C1)C2 5-(1,2,3-trimethyl-4-pentenyl)-2-norbornene